β-carene CC1(C2C1CC(=C)CC2)C